C(C)SC1=CC(=CC(=N1)N1C(C2=CC(=CC(=C2C1)C1=NN=NN1)CN1C[C@H](CCC1)C)=O)C1(COC1)CC1=NN=CN1C 2-[6-(ethylsulfanyl)-4-{3-[(4-methyl-1,2,4-triazol-3-yl)methyl]oxetan-3-yl}pyridin-2-yl]-6-{[(3S)-3-methylpiperidin-1-yl]methyl}-4-(1H-1,2,3,4-tetrazol-5-yl)-3H-isoindol-1-one